2-(allyloxy)acetic acid C(C=C)OCC(=O)O